[N+](=O)([O-])C1=CC=C(C2=CC=CC=C12)OC1=CC2=CC3=CC=CC=C3C=C2C=C1OC1=CC=C(C2=CC=CC=C12)[N+](=O)[O-] 2,3-bis(4-nitronaphthoxy)anthracene